1-(4-Hydroxyphenylethyl)-1H-1,2,4-triazole hydrochloride Cl.OC1=CC=C(C=C1)CCN1N=CN=C1